N1=C(C=CC=C1)NC(C1=CC=CC=C1)=O N-(2-pyridyl)benzamide